4-methyl-2-(thiazol-5-yl)imidazo[1,5-a]pyrimidin-8-carboxylate CC1=CC(=NC=2N1C=NC2C(=O)[O-])C2=CN=CS2